C(C)(C)(C)C=1C=CC(=C(C1)S(=O)(=O)NC(=O)C1=NC2=CC=CC(=C2C=C1)C1=NC=CC=N1)OC N-((5-(tert-butyl)-2-methoxyphenyl)sulfonyl)-5-(pyrimidin-2-yl)-quinoline-2-carboxamide